(S)-6-{2-[3-(1H-indazol-1-yl)pyridine-2-yl]-2-aminoethyl}-3-fluoropyridine-2-carboxamide hydrochloride Cl.N1(N=CC2=CC=CC=C12)C=1C(=NC=CC1)[C@H](CC1=CC=C(C(=N1)C(=O)N)F)N